ClC=1C=C2C(=NC1C(=O)OC)NC=C2 methyl 5-chloro-1H-pyrrolo[2,3-b]pyridine-6-carboxylate